piperidin-4-ylmethyl 4-(((2-(2-(3,5-dimethoxyphenyl) thiazol-5-yl) cyclopropyl) amino) methyl)-4-fluoropiperidine-1-carboxylate COC=1C=C(C=C(C1)OC)C=1SC(=CN1)C1C(C1)NCC1(CCN(CC1)C(=O)OCC1CCNCC1)F